2,2,4,4-tetramethylpentane-1,5-diol CC(CO)(CC(CO)(C)C)C